N-(2-formyl-1-[[2-(trimethylsilyl)ethoxy]methyl]pyrrolo[3,2-c]pyridin-6-yl)-3-methyl-1-[[2-(trimethylsilyl)ethoxy]methyl]indazole-5-carboxamide C(=O)C1=CC=2C=NC(=CC2N1COCC[Si](C)(C)C)NC(=O)C=1C=C2C(=NN(C2=CC1)COCC[Si](C)(C)C)C